2,4,6,8-Tetramethylcyclotetrasiloxan C[SiH]1O[SiH](O[SiH](O[SiH](O1)C)C)C